COC(=O)C1=C(C2=C(OC(O2)(C)[C@@H]2CC[C@H](CC2)NC(=O)OC(C)(C)C)C(=C1)Cl)C 2-[trans-4-(tert-Butoxycarbonylamino)cyclohexyl]-7-chloro-2,4-dimethyl-1,3-benzodioxole-5-carboxylic acid methyl ester